CCCCCCC/C=C\CCCCCCCC(=O)OC[C@H](COP(=O)([O-])OCC[N+](C)(C)C)OC(=O)CCCCCCC/C=C\C/C=C\CCCC 1-(9Z-heptadecenoyl)-2-(9Z,12Z-heptadecadienoyl)-glycero-3-phosphocholine